C(C)N1C=C(C(C2=CC=CC=C12)=O)S(=O)(=O)N1CCC2(C[C@H](CO2)N(C(OCCCC)=O)C[C@H](COC2=CC(=CC=C2)S(=O)(=O)C)O)CC1 butyl ((R)-8-((1-ethyl-4-oxo-1,4-dihydroquinolin-3-yl)sulfonyl)-1-oxa-8-azaspiro[4.5]decan-3-yl)((R)-2-hydroxy-3-(3-(methylsulfonyl)phenoxy)propyl)carbamate